(4-(9-methyl-3,9-diazaspiro[5.5]undecan-3-yl)phenyl)-1-(2-(phenylamino)pyrimidine-4-carbonyl)pyrrolidine-3-carboxamide CN1CCC2(CCN(CC2)C2=CC=C(C=C2)C2N(CCC2C(=O)N)C(=O)C2=NC(=NC=C2)NC2=CC=CC=C2)CC1